C12C(C(CC(C1(C)C)C2)(C#N)C#N)C pinylidene cyanide